ClC=1C=C(CN2C3=C(OCC2)C=CC(=C3)C(=O)NO)C=CC1 4-(3-chlorobenzyl)-N-hydroxy-3,4-dihydro-2H-benzo[b][1,4]oxazine-6-carboxamide